C(CC)(=O)OC(CCC\C=C/C\C=C/C\C=C/C\C=C/CCCCC)=O arachidonoyl propionate